5-(5-(3,5-dichlorophenyl)-5-(trifluoromethyl)-4,5-dihydroisoxazol-3-yl)-2-fluorobenzonitrile ClC=1C=C(C=C(C1)Cl)C1(CC(=NO1)C=1C=CC(=C(C#N)C1)F)C(F)(F)F